CC1=NC=CC(=C1)N1CC2C(C1)CN(C2)CC[C@@H]2OC(C1(C2)CCCCC1)=O (R)-3-(2-(5-(2-Methylpyridin-4-yl)hexahydropyrrolo[3,4-c]pyrrol-2(1H)-yl)ethyl)-2-oxaspiro[4.5]decan-1-on